(S)-N-((R)-1-(4-chlorophenyl)-2-fluoroethyl)-2-methylpropane-2-sulfinamide ClC1=CC=C(C=C1)[C@H](CF)N[S@@](=O)C(C)(C)C